BrC=1C=NN(C1)C12CC(C1)(C2)C(F)F 4-bromo-1-(3-(difluoromethyl)bicyclo[1.1.1]pentan-1-yl)-1H-pyrazole